CCCCCCCCCCCCCC[C@H]([C@H]([C@H](CO[C@@H]1[C@@H]([C@H]([C@H]([C@H](O1)CO)O)O)O)NC(=O)CCCCCCC2=CC=CC=C2)O)O The molecule is a glycophytoceramide having an alpha-D-galactopyranosyl residue at the O-1 position and a 7-phenylheptanoyl group attached to the nitrogen. It derives from an alpha-D-galactose.